2-(4-(4,5-dimethoxy-2-(4-oxo-4H-chromene-2-carboxamido)benzamido)phenyl)-N-((1-methyl-1H-indazol-5-yl)methyl)-N-(pyridin-3-ylmethyl)ethan-1-amine oxide COC1=CC(=C(C(=O)NC2=CC=C(C=C2)CC[N+](CC=2C=NC=CC2)(CC=2C=C3C=NN(C3=CC2)C)[O-])C=C1OC)NC(=O)C=1OC2=CC=CC=C2C(C1)=O